C(C)(C)(C)OC(=O)NC=1SC=C(N1)/C(/C(N[C@@H]1C(NOC1)=O)=O)=N/OC(C(=O)[O-])(C)C ([(Z)-(1-{2-[(tert-butoxycarbonyl)amino]-1,3-thiazol-4-yl}-2-oxo-2-{[(4S)-3-oxo-1,2-oxazolidin-4-yl]amino}ethylidene)amino]oxy)-2-methylpropanoate